[Br-].C[N+](CCl)(C)C trimethyl-chloromethyl-ammonium bromide